((1R,5R)-4-oxa-1-azabicyclo[3.2.1]oct-7-yl)methanol N12CCO[C@H](CC1CO)C2